FC(C1(CC1)C1=NC(=NO1)CC1CC2(CN(C2)C(=O)N2C[C@@H]3[C@@H](OCC(N3)=O)CC2)C1)(F)F (4aR,8aS)-6-[6-[[5-[1-(trifluoromethyl)cyclopropyl]-1,2,4-oxadiazol-3-yl]methyl]-2-azaspiro[3.3]heptane-2-carbonyl]-4,4a,5,7,8,8a-hexahydropyrido[4,3-b][1,4]oxazin-3-one